methyl 3-((3-((tert-butyl (dimethyl) silyl) oxymethyl) phenoxy) methyl)-5-methoxy-benzoate [Si](C)(C)(C(C)(C)C)OCC=1C=C(OCC=2C=C(C(=O)OC)C=C(C2)OC)C=CC1